C(C1=CC=CC=C1)N1CC(CCC1)C1=CC=NC=2N1N=C(C2C2=CC=C(C=C2)OCC)C 7-(1-Benzylpiperidin-3-yl)-3-(4-ethoxyphenyl)-2-methylpyrazolo[1,5-a]pyrimidine